FC([C@@H](OC)C1=C2C(=NC=C1NC1=CC=C(C=C1)[C@@H](C(F)(F)F)N(C(=O)C1CCN(CC1)C(=O)OC(C)(C)C)C)SC(=N2)C)F tert-butyl 4-(((S)-1-(4-((7-((S)-2,2-difluoro-1-methoxyethyl)-2-methylthiazolo[5,4-b]pyridin-6-yl)amino)phenyl)-2,2,2-trifluoroethyl)(methyl)carbamoyl)piperidine-1-carboxylate